C(C1=CC=CC=C1)OC1=NC=C(C=N1)S(=O)(=O)F 2-Benzyloxypyrimidine-5-sulfonyl fluoride